2-(4-(2-(3,4-dimethoxyphenyl)-3-ethyl-6-methyl-1H-indol-5-yl)piperidin-1-yl)-N-methylethylamine COC=1C=C(C=CC1OC)C=1NC2=CC(=C(C=C2C1CC)C1CCN(CC1)CCNC)C